NC1=C(C(=C(C=C1)C=1C(=C2C(=NC1)NCC21CC(C1)C(=O)N)Cl)F)C(N(C)C)=O (1s,3s)-5'-(4-Amino-3-(dimethylcarbamoyl)-2-fluorophenyl)-4'-chloro-1',2'-dihydrospiro[cyclobutane-1,3'-pyrrolo[2,3-b]pyridine]-3-carboxamide